tin ethanesulfonate C(C)S(=O)(=O)[O-].[Sn+4].C(C)S(=O)(=O)[O-].C(C)S(=O)(=O)[O-].C(C)S(=O)(=O)[O-]